ClC1=C(C=C(C=C1)C=1N=C(SC1CC(C)(C)C)Cl)O 2-chloro-5-(2-chloro-5-neopentylthiazol-4-yl)phenol